(1,3-dimethylimidazolin-2-ylidene)(tricyclohexylphosphine) CN1C(N(CC1)C)=C1C(CCCC1)P(C1CCCCC1)C1CCCCC1